4-methoxy-6-(1-((R)-1-((S)-piperidine-3-carbonyl)pyrrolidin-3-yl)-1H-pyrazol-4-yl)pyrazolo[1,5-a]pyridine-3-carbonitrile COC=1C=2N(C=C(C1)C=1C=NN(C1)[C@H]1CN(CC1)C(=O)[C@@H]1CNCCC1)N=CC2C#N